1-((2,5-dichloro-4-(1,1,2,3,3,3-hexafluoropropoxy)phenyl)amino)-3-(4-nitrophenyl)propan-2-ol ClC1=C(C=C(C(=C1)OC(C(C(F)(F)F)F)(F)F)Cl)NCC(CC1=CC=C(C=C1)[N+](=O)[O-])O